C(CCCCCCCCCCCCCCCCCCCCC)NC(C=C)=O N-behenyl-acrylamide